7-[(1S,3S)-3-hydroxycyclopentyl]-4-methyl-2-[3-(trifluoromethoxy)phenoxy]-1H,4H,5H,6H,7H,8H-imidazo[4,5-e][1,4]diazepine-5,8-dione O[C@@H]1C[C@H](CC1)N1CC(N(C2=C(C1=O)NC(=N2)OC2=CC(=CC=C2)OC(F)(F)F)C)=O